N-[3-[2-(difluoromethoxy)-5-[3-(3-hydroxy-1-methyl-azetidin-3-yl)phenoxy]phenyl]-1-tetrahydropyran-4-yl-pyrazol-4-yl]pyrazolo[1,5-a]pyrimidine-3-carboxamide FC(OC1=C(C=C(C=C1)OC1=CC(=CC=C1)C1(CN(C1)C)O)C1=NN(C=C1NC(=O)C=1C=NN2C1N=CC=C2)C2CCOCC2)F